(S)-tert-butyl (1-(4-(2-amino-3'-chloro-5-fluoro-4'-(3-methyl-2-oxo-2,3-dihydro-1H-imidazol-1-yl)-[1,1'-biphenyl]-3-yl)pyridin-2-yl)pyrrolidin-3-yl)carbamate NC1=C(C=C(C=C1C1=CC(=NC=C1)N1C[C@H](CC1)NC(OC(C)(C)C)=O)F)C1=CC(=C(C=C1)N1C(N(C=C1)C)=O)Cl